BrC1=C2CN(C(NC2=CC=C1)O)CC(O)OC(C)(C)C 5-bromo-3-[2-(tert-butoxy)-2-hydroxyethyl]-2,4-dihydro-1H-quinazolin-2-ol